2-[3-chloro-2-fluoro-6-(trifluoromethyl)phenyl]-6-[5-(trifluoromethyl)pyridin-2-yl]pyrimidin-4(3H)-one ClC=1C(=C(C(=CC1)C(F)(F)F)C1=NC(=CC(N1)=O)C1=NC=C(C=C1)C(F)(F)F)F